lithium bistrifluoromethyl-sulfinate FC(F)(F)S(=O)([O-])C(F)(F)F.[Li+]